2,2-difluoro-1-bromoethylene FC(=CBr)F